(2-chloropyrimidin-4-yl)-5-hydroxy-3-isopropyl-1H-benzo[d]imidazol ClC1=NC=CC(=N1)N1CN(C2=C1C=CC(=C2)O)C(C)C